2-[1-(4,4-dimethyl-1-cyclopenten-1-yl)ethoxy]-2-methylpropyl ethyl carbonate C(OCC(C)(C)OC(C)C1=CCC(C1)(C)C)(OCC)=O